3,6-Diamino-9H-carbazole NC=1C=CC=2NC3=CC=C(C=C3C2C1)N